N-[(1-{[6-(4-fluoro-3-methylphenoxy)-3-pyridinyl]methyl}-4-hydroxy-2-oxo-1,2,5,6-tetrahydro-3-pyridinyl)carbonyl]glycine FC1=C(C=C(OC2=CC=C(C=N2)CN2C(C(=C(CC2)O)C(=O)NCC(=O)O)=O)C=C1)C